ClC1=CC=C(C=C1)C1=C(N(N=N1)C)CN1N=CC(=CC1=O)N1C[C@@H](N(CC1)C(C)C)C 2-[[5-(4-Chlorophenyl)-3-methyltriazol-4-yl]methyl]-5-[(3S)-4-isopropyl-3-methylpiperazin-1-yl]pyridazin-3-on